NC1=NC=CC=C1C1=NC2=C(N1C=1C=CC(=NC1)NC(=O)C1CC(CCC1)C(=O)OC)C=C(C=C2)C2=CC=CC=C2 methyl 3-((5-(2-(2-aminopyridin-3-yl)-6-phenyl-1H-benzo[d]imidazol-1-yl)pyridin-2-yl)carbamoyl)cyclohexane-1-carboxylate